guanidinium-triazolium salt [NH+]=1NN=CC1.NC(=[NH2+])N